(1R,2R)-N-[7-chloro-6-[4-((3S,4S)-4-hydroxy-3-methyl-tetrahydrofuran-3-yl)piperazin-1-yl]-3-isoquinolinyl]-2-(2-isopropylpyrazol-3-yl)cyclopropanecarboxamide ClC1=C(C=C2C=C(N=CC2=C1)NC(=O)[C@H]1[C@@H](C1)C=1N(N=CC1)C(C)C)N1CCN(CC1)[C@]1(COC[C@H]1O)C